C(CCC)NS(=O)(=O)C=1C=2C3=C(C(N(C3=CC1)CCC)=O)C=CC2 N-butyl-2-oxo-1-propyl-1,2-dihydrobenzo[cd]indole-6-sulfonamide